C(CCCCCCCCCCC(=O)OCCCCCCCCC(C)C)(=O)OCCCCCCCCCCC n-undecyl (isoundecyl) dodecanedioate